ClC1=NC=C(C(=N1)N1C=C(C2=CC=CC=C12)C(=O)N(C)C)Cl 1-(2,5-dichloropyrimidin-4-yl)-N,N-dimethyl-1H-indole-3-carboxamide